((2-hydroxy-3,5-dimethylphenyl)-amino)naphthalen-2-one methyl-5-chloro-4-(5-(4-(2-oxopyrrolidin-1-yl)phenyl)pyridin-3-yl)-1H-pyrrolo[2,3-b]pyridine-2-carboxylate COC(=O)C1=CC=2C(=NC=C(C2C=2C=NC=C(C2)C2=CC=C(C=C2)N2C(CCC2)=O)Cl)N1.OC1=C(C=C(C=C1C)C)NC1C(C=CC2=CC=CC=C12)=O